OCCCCCCC 7-hydroxyheptan